6-(5-(Benzylamino)pyridin-3-yl)quinolin-2(1H)-one C(C1=CC=CC=C1)NC=1C=C(C=NC1)C=1C=C2C=CC(NC2=CC1)=O